C(C)(C)(C)OC(=O)NC1CCC=C(C1)C(=O)O 5-((tert-Butoxycarbonyl)amino)cyclohex-1-ene-1-carboxylic acid